C(C)(=O)O[C@H]1[C@@H](O[C@@H]([C@@H]([C@@H]1OC(C)=O)OC(C)=O)COC(C)=O)O[C@H]1[C@@H]([C@H]([C@H](OCC2=CC=CC=C2)O[C@@H]1COCC1=CC=CC=C1)N=[N+]=[N-])OCC1=CC=CC=C1 Benzyl 2,3,4,6-tetra-O-acetyl-β-D-galactopyranosyl-(1→4)-2-azido-3,6-di-O-benzyl-2-deoxy-β-D-glucopyranoside